Cl.N1CCC(CC1)CCCCCC(=O)O 6-(piperidin-4-yl)1-hexanoic acid hydrochloride